N-((5-chloro-6-(5-methylthiazol-2-yl)-1H-indol-2-yl)methyl)acetamide ClC=1C=C2C=C(NC2=CC1C=1SC(=CN1)C)CNC(C)=O